COC=1C(=NC(=CN1)N1CC2(CN(C2)C=2C=NC(=NC2)C(F)(F)F)CC1)C=1SC=NN1 2-(3-methoxy-6-(2-(2-(trifluoromethyl)pyrimidin-5-yl)-2,6-diazaspiro[3.4]octan-6-yl)pyrazin-2-yl)-1,3,4-thiadiazole